C1(CC1)C=1N=C(C(N1)(O)C1=CC=CC=C1)NC1=CC=CC=C1 2-cyclopropyl-4-phenyl-5-(phenylamino)-4H-imidazol-4-ol